methyl 5-amino-6-[[(2R)-2-[tert-butoxycarbonyl(methyl)amino]propanoyl]amino]-4,7-difluoro-indane-2-carboxylate NC=1C(=C2CC(CC2=C(C1NC([C@@H](C)N(C)C(=O)OC(C)(C)C)=O)F)C(=O)OC)F